C(C)(C)C1=C(C(=CC=C1)C(C)C)N1C(N(C(=C1C)C)CC1=CC=CC=C1)=[Pd-2](Cl)Cl [1-(2,6-diisopropylphenyl)-4,5-dimethyl-3-benzyl-1H-imidazol-2-ylidene]dichloropalladium(II)